4-(7-bromo-6-chloro-3-cyano-8-fluoroquinolin-4-yl)piperazine BrC1=C(C=C2C(=C(C=NC2=C1F)C#N)N1CCNCC1)Cl